5-(4,4-difluoropiperidin-1-yl)-7-methylpyrazolo[1,5-a]Pyrimidine-3-carboxylic acid ethyl ester C(C)OC(=O)C=1C=NN2C1N=C(C=C2C)N2CCC(CC2)(F)F